2-((2-(dimethylamino)ethyl)(methyl)Amino)-6-methoxypyridin-3-yl-acrylamide CN(CCN(C1=NC(=CC=C1C(C(=O)N)=C)OC)C)C